O=C1C(CCCC1)CCC(=O)OCC(C(C(F)(F)F)(F)F)(F)F 2,2,3,3,4,4,4-heptafluorobutyl 3-(2-oxocyclohexyl)propanoate